1-[3,4-dithiahexylthio]-6-mercaptomethylthio-1,3-dithian C(CSSCC)SS1CSCCC1SCS